(E)-3-(3-fluoro-4-nitrophenyl)prop-2-en-1-ol FC=1C=C(C=CC1[N+](=O)[O-])/C=C/CO